N-(4-fluoro-5-(((2R,4S)-4-((6-methoxypyrimidin-4-yl)oxy)-2-methylpyrrolidin-1-yl)methyl)thiazol-2-yl)acetamide FC=1N=C(SC1CN1[C@@H](C[C@@H](C1)OC1=NC=NC(=C1)OC)C)NC(C)=O